C(C)(=O)OCCC(CCCC(=C)C)=C 7-methyl-3-methylene-7-octenyl Acetate